N-(3-((2,3-dihydro-1H-inden-2-yl)(4-methoxybenzyl)amino)-2-hydroxypropyl)-6-(1-methyl-2-oxo-1,2-dihydropyridin-4-yl)imidazo[1,2-a]pyridine-2-carboxamide C1C(CC2=CC=CC=C12)N(CC(CNC(=O)C=1N=C2N(C=C(C=C2)C2=CC(N(C=C2)C)=O)C1)O)CC1=CC=C(C=C1)OC